3-[4-chloro-6-(3-piperidyl)-2-pyridyl]-5-isopropoxy-pyrazolo[1,5-a]pyridine ClC1=CC(=NC(=C1)C1CNCCC1)C=1C=NN2C1C=C(C=C2)OC(C)C